FC=1C=C(C=CC1OC1=CC=NC2=CC(=CN=C12)OC)NC(=O)C=1C(=NC(=C(C1O)OC)C)C N-[3-fluoro-4-[(7-methoxy-1,5-naphthyridin-4-yl)oxy]phenyl]-4-hydroxy-5-methoxy-2,6-dimethylpyridine-3-carboxamide